((4-amino-1-ethyl-7-(thiophen-2-yl)-1H-imidazo[4,5-d]thieno[3,2-b]pyridin-2-yl)methyl)pyrrolidin-2-one NC1=C2C(=C3C(=N1)C=C(S3)C=3SC=CC3)N(C(=N2)CN2C(CCC2)=O)CC